C(C)C1=CC(=C2C(=N1)CCC2)NC(=O)N=[S@](=O)(N)C2=CN=C(S2)C(C)(C)O |o1:15| (R) or (S)-N'-((2-ethyl-6,7-dihydro-5H-cyclopenta[b]pyridin-4-yl)carbamoyl)-2-(2-hydroxypropan-2-yl)thiazole-5-sulfonimidamide